2-chloro-4-(2-chloro-4-fluorophenyl)quinolin-7-ol ClC1=NC2=CC(=CC=C2C(=C1)C1=C(C=C(C=C1)F)Cl)O